4-trifluoromethyl-N-(4-(N-(3-chloro-2-methylphenyl)sulfamoyl)phenyl)benzenesulfonamide FC(C1=CC=C(C=C1)S(=O)(=O)NC1=CC=C(C=C1)S(NC1=C(C(=CC=C1)Cl)C)(=O)=O)(F)F